COC(NS(=O)(=O)C=1SC(=CC1C1=C(C=C(C=C1)CN1C(=NC=C1)C(C)(C)C)C#N)CC(C)C)=O (3-(4-((2-(tert-butyl)-1H-imidazol-1-yl)methyl)-2-cyanophenyl)-5-isobutylthiophene-2-yl)sulfonylcarbamic acid methyl ester